Isopropyl α-(n-propoxycarbonyl)oxyisobutyrate C(CC)OC(=O)OC(C(=O)OC(C)C)(C)C